tert-butyl N-[5-[3-[2-(2,6-dioxo-3-piperidyl)-1,3-dioxo-isoindolin-4-yl] propoxy]pentyl]-N-methyl-carbamate O=C1NC(CCC1N1C(C2=CC=CC(=C2C1=O)CCCOCCCCCN(C(OC(C)(C)C)=O)C)=O)=O